(2S)-3-hydroxy-2-phenylpropanoic acid OC[C@@H](C(=O)O)C1=CC=CC=C1